BrC=1N=C(SC1)C(C(=O)N)(C)C 2-(4-bromothiazol-2-yl)-2-methylpropanamide